N1(N=CC=C1)CC1=C(SC=2N3C(COCC21)=NN=C3C)C 3-((1H-pyrazol-1-yl)methyl)-2,9-dimethyl-4H,6H-thieno[2,3-e][1,2,4]triazolo[3,4-c][1,4]oxazepine